N-(2-benzoylphenyl)-N-methylacrylamide C(C1=CC=CC=C1)(=O)C1=C(C=CC=C1)N(C(C=C)=O)C